FC=1C=CC=C2CNC3(C12)CC3 7'-fluoro-2',3'-dihydrospiro[cyclopropane-1,1'-isoindole]